OC[C@@H]([C@H]([C@@H]([C@@H](CO)O)O)O)NC(=O)N1CCCCC1 N-[(2s,3r,4s,5r)-1,3,4,5,6-pentahydroxyhexane-2-yl]piperidine-1-carboxamide